FC(CC[C@@H]1CC[C@@H](N1C(=O)OC(C)(C)C)C(=O)OC)(F)F 1-(tert-butyl) 2-methyl (2R,5S)-5-(3,3,3-trifluoropropyl)pyrrolidine-1,2-dicarboxylate